(2R,4aS,4bR,6aS,7R,7aS,8aR,8bR,8cR,10aR)-7-((2S,3S)-3-hydroxy-4-(methoxy-d3)butan-2-yl)-6a-methyl-2-(trifluoromethyl)octadecahydrocyclopropa[4,5]cyclopenta[1,2-a]phenanthren-2-ol O[C@@H]([C@@H](C)[C@H]1[C@@H]2[C@H]([C@@H]3[C@@]1(CC[C@@H]1[C@H]4CC[C@](C[C@H]4CC[C@@H]31)(O)C(F)(F)F)C)C2)COC([2H])([2H])[2H]